N-[2-(trimethylsilyl)ethoxycarbonyloxy]succinimide C[Si](CCOC(=O)ON1C(CCC1=O)=O)(C)C